C(C)(SCC=1N=C(SC1)CO[Si](C)(C)C(C)(C)C)=O S-((2-(((tert-butyldimethylsilyl)oxy)methyl)thiazol-4-yl)methyl) ethanethioate